S-nitrosoCoA N(=O)SCCNC(CCNC([C@@H](C(COP(OP(OC[C@@H]1[C@H]([C@H]([C@@H](O1)N1C=NC=2C(N)=NC=NC12)O)OP(=O)(O)O)(=O)O)(=O)O)(C)C)O)=O)=O